ClC=1C=C(C=CC1C1CC(C1)=O)NC(OCC1=CC=CC=C1)=O benzyl N-[3-chloro-4-(3-oxocyclobutyl)phenyl]carbamate